FC=1C=CC(=NC1)N1CCN(C2=CC=CC=C12)C(=O)N[C@H]1CN(CC1)C (R)-4-(5-fluoropyridin-2-yl)-N-(1-methylpyrrolidin-3-yl)-3,4-dihydroquinoxaline-1(2H)-carboxamide